C1([C@H](O)[C@@H](O)[C@H](O)[C@H](O1)CO)O[C@@H]([C@@H]([C@H](C=O)O)O)[C@H](O)CO glucosyl-(1→4)-glucose